3-(5-phenyl-1,2,4-oxadiazol-3-yl)-5-(1-(piperidin-4-yl)-1H-pyrazol-4-yl)pyridin-2-amine C1(=CC=CC=C1)C1=NC(=NO1)C=1C(=NC=C(C1)C=1C=NN(C1)C1CCNCC1)N